C[C@H]1N(CCN(C1)C)C=1C=CC(=C(C(=O)N)C1)[N+](=O)[O-] (R)-5-(2,4-dimethylpiperazin-1-yl)-2-nitrobenzamide